2-(3-Fluoropyridin-2-yl)-2-methylpropionic acid FC=1C(=NC=CC1)C(C(=O)O)(C)C